1-[(2R,4S,5R)-5-{[(tert-butyldimethylsilyl)oxy]methyl}-5-(chloromethyl)-4-[(4-methoxyphenyl)diphenylmethoxy]oxolan-2-yl]-3H-pyrimidine [Si](C)(C)(C(C)(C)C)OC[C@@]1([C@H](C[C@@H](O1)N1CNCC=C1)OC(C1=CC=CC=C1)(C1=CC=CC=C1)C1=CC=C(C=C1)OC)CCl